C(C)(C)(C)OC(=O)N1N=C(C2=CC=C(C=C12)[C@@H]1C[C@@]12C(N(C1=CC=C(C=C21)OC)C(=O)OC(C)(C)C)=O)NC2=NC(=NC=C2OC)N2CCCC2 tert-butyl (1R,2S)-2-(1-(tert-butoxycarbonyl)-3-((5-methoxy-2-(pyrrolidin-1-yl)pyrimidin-4-yl)amino)-1H-indazol-6-yl)-5'-methoxy-2'-oxospiro[cyclopropane-1,3'-indoline]-1'-carboxylate